FC=1C=CC(=C(C1)C=1C=NC=2CCN=CC2C1)C 3-(5-fluoro-2-methylphenyl)-7,8-dihydro-1,6-naphthyridin